2-(4-chloro-3-fluorophenoxy)-N-(3-{2-[(5-chloro-6-fluoropyridin-3-yl)oxy]acetamido}bicyclo[1.1.1]pentan-1-yl)acetamide ClC1=C(C=C(OCC(=O)NC23CC(C2)(C3)NC(COC=3C=NC(=C(C3)Cl)F)=O)C=C1)F